cerium cyclotriphosphazene N1=PN=PN=P1.[Ce]